C(C)(C)(C)OC(N(CC=1OC=CC1)C1=C2C(=NC(=C1)Cl)C(=C(S2)C[C@H](C#C)NC(=O)OC(C)(C)C)C)=O.C2=CC=CC1=CC3=CC=C4C=C5C=CC=CC5=CC4=C3C=C21 pentaphen tert-Butyl-N-[2-[(2R)-2-(tert-butoxycarbonylamino)but-3-ynyl]-5-chloro-3-methyl-thieno[3,2-b]pyridin-7-yl]-N-(2-furylmethyl)carbamate